(4-bromo-1H-pyrrolo[2,3-c]pyridin-2-yl)methanamine hydrochloride salt Cl.BrC1=C2C(=CN=C1)NC(=C2)CN